Methyl 5-hydroxy-2-((1-oxo-3,4-dihydro-2,7-naphthyridin-2(1H)-yl)methyl)benzofuran-7-carboxylate OC=1C=C(C2=C(C=C(O2)CN2C(C3=CN=CC=C3CC2)=O)C1)C(=O)OC